((1S,2S,4R)-2-cyclopropyl-4-phenyl-2-(pyridin-2-yl)bicyclo[2.1.1]hexan-1-yl)(naphthalen-2-yl)methanone C1(CC1)[C@@]1(C2(CC(C1)(C2)C2=CC=CC=C2)C(=O)C2=CC1=CC=CC=C1C=C2)C2=NC=CC=C2